bis(4-vinylphenyl)methane C(=C)C1=CC=C(C=C1)CC1=CC=C(C=C1)C=C